methyl (1r,4R)-4-(3-chloroanilino)-7'-{(2R)-3-[(4-methoxyphenyl)methoxy]-2-methylpropyl}-2',3'-dihydrospiro[cyclohexane-1,6'-indeno[5,6-b][1,4]dioxine]-4-carboxylate ClC=1C=C(NC2(CCC3(C(=CC4=CC=5OCCOC5C=C34)C[C@H](COCC3=CC=C(C=C3)OC)C)CC2)C(=O)OC)C=CC1